[Mg].COC1=C(C(=CC=C1)OC)N1C(=NC=2C1=NC(=CN2)NS(=O)(=O)C)C2=NC(=CC=C2)OCC N-(1-(2,6-dimethoxyphenyl)-2-(6-ethoxypyridin-2-yl)-1H-imidazo[4,5-b]pyrazin-6-yl)methanesulfonamide magnesium salt